Ethyl 2-(3-(3-(5-methyl-1,2,4-oxadiazol-3-yl)benzamido)propanamido)-thiazole-5-carboxylate CC1=NC(=NO1)C=1C=C(C(=O)NCCC(=O)NC=2SC(=CN2)C(=O)OCC)C=CC1